5-(1-(2,2-difluoroethyl)-4-fluoro-2-methyl-1H-benzo[d]imidazol-6-yl)-N-((3S,4S)-3-fluoro-1-(oxetan-3-yl-3-d)piperidin-4-yl)-4-methoxypyrrolo[2,1-f][1,2,4]triazin-2-amine FC(CN1C(=NC2=C1C=C(C=C2F)C=2C=CN1N=C(N=C(C12)OC)N[C@@H]1[C@H](CN(CC1)C1(COC1)[2H])F)C)F